SCC(CCC)O 1-mercapto-2-penTanol